3-(2,6-dichloro-3,5-dimethoxyphenyl)-1-ethyl-7-(5-methyl-1-(2-morpholinoethyl)-1H-pyrazol-4-yl)-1,6-naphthyridin-2(1H)-one ClC1=C(C(=C(C=C1OC)OC)Cl)C=1C(N(C2=CC(=NC=C2C1)C=1C=NN(C1C)CCN1CCOCC1)CC)=O